3-(6-methoxypyridin-3-yl)-1,2,4-thiadiazol-5-amine COC1=CC=C(C=N1)C1=NSC(=N1)N